cis-8-dimethylamino-8-phenyl-3-[4-(trifluoromethoxy)-phenyl]-1,3-diazaspiro[4.5]decan-2-one CN(C1(CCC2(CN(C(N2)=O)C2=CC=C(C=C2)OC(F)(F)F)CC1)C1=CC=CC=C1)C